N-{2-[(2S,4R)-4-fluoro-2-{[(S)-[3-fluoro-4-(1-methylcyclopropyl)phenyl](phenyl)methyl]carbamoyl}pyrrolidin-1-yl]-2-oxoethyl}morpholine-4-carboxamide F[C@@H]1C[C@H](N(C1)C(CNC(=O)N1CCOCC1)=O)C(N[C@@H](C1=CC=CC=C1)C1=CC(=C(C=C1)C1(CC1)C)F)=O